(4-((3-methyloxetan-3-yl)amino)-2-((4-(4-methylpiperazin-1-yl)phenyl)amino)-7H-pyrrolo[2,3-d]pyrimidin-5-yl)methanone CC1(COC1)NC=1C2=C(N=C(N1)NC1=CC=C(C=C1)N1CCN(CC1)C)NC=C2C=O